ClC1=CC=C(C=C1)C=1N=C2N(C=CC=C2)C1CN1CCN(CC1)C(=O)C1=CC(=CC=C1)OC(C)C (4-{[2-(4-chlorophenyl)imidazo[1,2-a]pyridin-3-yl]methyl}piperazin-1-yl)(3-isopropoxyphenyl)methanone